Cl.N1C=NC(=C1)C1=CC=C(C=C1)C(C(=O)NCC1=CC(=C(C=C1)O)OC)N1N=NC2=C1C=CC=C2 (4-(1H-imidazol-4-yl)phenyl)-2-(1H-benzo[d][1,2,3]triazol-1-yl)-N-(4-hydroxy-3-methoxybenzyl)acetamide hydrochloride